5-(2-amino-[1,2,4]triazolo[1,5-a]pyridin-7-yl)-N-(5-fluoro-2-(2,2,2-trifluoroethoxy)benzyl)-2,6-dimethylnicotinamide NC1=NN2C(C=C(C=C2)C=2C(=NC(=C(C(=O)NCC3=C(C=CC(=C3)F)OCC(F)(F)F)C2)C)C)=N1